(E)-2,3-dibenzyl-6-fluoro-1-(4-fluorophenyl-(p-methylbenzenesulfinyl))methylene-1H-indene C(C1=CC=CC=C1)C=1\C(\C2=CC(=CC=C2C1CC1=CC=CC=C1)F)=C/S(=O)C1=C(C=C(C=C1)C)C1=CC=C(C=C1)F